FC=1C(=C(C(=O)NC2CCC(CC2)NC2=CC(=NC3=CC=CC=C23)C(F)(F)F)C=CC1)C 3-fluoro-2-methyl-N-[(1s,4s)-4-{[2-(trifluoromethyl)quinolin-4-yl]amino}cyclohexyl]benzamide